FC1=C(OCCOC2CCN(CC2)C(=O)OC(C)(C)C)C=CC=C1OC1=C(C=C(C=C1)[N+](=O)[O-])C=1C2=C(C(N(C1)C)=O)NC=C2 tert-butyl 4-[2-[2-fluoro-3-[2-(6-methyl-7-oxo-1H-pyrrolo[2,3-c]pyridin-4-yl)-4-nitro-phenoxy]phenoxy]ethoxy]piperidine-1-carboxylate